3,3,3',3'-tetramethyl-1,1'-spirobi-indane-5,6,5',6'-tetrol CC1(CC2(C3=CC(=C(C=C13)O)O)CC(C1=CC(=C(C=C12)O)O)(C)C)C